CCC(CC=CC)=O Hept-5-en-3-one